C(C1=CC=CC=C1)OC(=O)N1[C@@H](CC(CC1)\C=C\OC)C1=CC=C(C=C1)C(=O)OC (2S)-2-(4-(methoxycarbonyl)phenyl)-4-((E)-2-methoxyvinyl)piperidine-1-carboxylic acid benzyl ester